BrC1=CC=C(CC2=CC=C(C=C2)N2N=C(N=C2C)C(=O)N)C=C1 1-(4-(4-bromobenzyl)phenyl)-5-methyl-1H-1,2,4-triazole-3-carboxamide